tert-butyl cis-3,4-bis(hydroxymethyl)pyrrolidine-1-carboxylate OC[C@@H]1CN(C[C@@H]1CO)C(=O)OC(C)(C)C